N-((1S,2S)-2-aminocyclopentyl)-4-(9H-purin-6-yl)-3,4-dihydro-2H-1,4-thiazine-6-carboxamide hydrochloride Cl.N[C@@H]1[C@H](CCC1)NC(=O)C1=CN(CCS1)C1=C2N=CNC2=NC=N1